(3R)-3-((4-(benzo[d]thiazol-6-ylamino)-7-bromoquinazolin-5-yl)oxy)-2-((dimethylamino)methyl)butan-1-ol S1C=NC2=C1C=C(C=C2)NC2=NC=NC1=CC(=CC(=C21)O[C@@H](C(CO)CN(C)C)C)Br